2-[(1R)-5-{5-chloro-2-[(oxan-4-yl)amino]pyrimidin-4-yl}-1-methyl-3-oxo-2,3-dihydro-1H-isoindol-2-yl]-N-[(1S)-2-hydroxy-1-[2-(4-methylpiperazin-1-yl)pyridin-4-yl]ethyl]acetamide ClC=1C(=NC(=NC1)NC1CCOCC1)C=1C=C2C(N([C@@H](C2=CC1)C)CC(=O)N[C@H](CO)C1=CC(=NC=C1)N1CCN(CC1)C)=O